3,3-difluoro-4-hydroxypiperidine FC1(CNCCC1O)F